rac-(2-(((2R,3S,4R,5R)-5-(6-chloro-4-(cyclobutylamino)-1H-pyrazolo[3,4-d]pyrimidin-1-yl)-3,4-dihydroxytetrahydrofuran-2-yl)methoxy)-1,3-dimethoxypropan-2-yl)phosphonic acid ClC1=NC(=C2C(=N1)N(N=C2)[C@H]2[C@@H]([C@@H]([C@H](O2)COC(COC)(COC)P(O)(O)=O)O)O)NC2CCC2 |r|